N1NC(CC1)=O 3H-pyrazolin-3-one